Cl.FC1=CC=C(C=C1)C1C(COC2(CCCC2)C1)CNCC1=C(C=CC=C1C)C N-((9-(4-fluorophenyl)-6-oxaspiro[4.5]decan-8-yl)methyl)-1-(m-methyltolyl)methylamine hydrochloride